ClC1=C(CN2C(CC(CC2)N2CC(C2)(N2N=CC(=C2)C=2C3=C(N=CN2)NC=C3)CC#N)C)C(=CC=C1)F {1-[1-(2-chloro-6-fluorobenzyl)-2-methylpiperidin-4-yl]-3-[4-(7H-pyrrolo[2,3-d]pyrimidin-4-yl)-1H-pyrazol-1-yl]azetidin-3-yl}acetonitrile